FC1=C(O[P@@](=O)(OC2=CC=CC=C2)N[C@@H](C)C(=O)OCC(CC)CC)C(=C(C(=C1F)F)F)F 2-ethylbutyl ((S)-(perfluorophenoxy)-(phenoxy)phosphoryl)-L-alaninate